C(CC)[Si](OC)(OC)C.[O] oxygen propyl-methyl-dimethoxysilane